oleic acid, oleyl ester C(CCCCCCC\C=C/CCCCCCCC)(=O)OCCCCCCCC\C=C/CCCCCCCC